(S)-(4-(difluoromethyl)-2-(2-hydroxypropan-2-yl)thiazol-5-yl)(4-(4-fluorobenzo[d]thiazol-2-yl)-6,7-dihydro-1H-imidazo[4,5-c]pyridin-5(4H)-yl)methanone FC(C=1N=C(SC1C(=O)N1[C@@H](C2=C(CC1)NC=N2)C=2SC1=C(N2)C(=CC=C1)F)C(C)(C)O)F